7-diethylaminocoumarine C(C)N(C1=CC=C2C=CC(OC2=C1)=O)CC